O=C1NC(CCC1N1C(C2=CC=CC(=C2C1)C1=CCC(CC1)C=1C(=NC=CC1)C(=O)N)=O)=O (4-(2-(2,6-dioxopiperidin-3-yl)-1-oxoisoindolin-4-yl)cyclohex-3-en-1-yl)picolinamide